CS(=O)(=O)C(CN)(CC)C 2-methylsulfonyl-2-methylbutylamine